C(C)[C@@H]1CN2CC[C@@]3(C2C[C@@H]1/C(/C(=O)OC)=C\OC)N(C1=CC=CC(=C1C3=O)OC)C (E)-methyl 2-((1'S,6'S,7'S)-6'-ethyl-4-methoxy-1-methyl-3-oxo-3',5',6',7',8',8a'-hexahydro-2H-spiro[indoline-2,1'-indolizine]-7'-yl)-3-methoxyacrylate